amino-3,4-dihydronaphthalen-2(1H)-one NC1C(CCC2=CC=CC=C12)=O